ClC1=CC(=C(C=C1)S(=O)(=O)N[C@@H]([C@H](C)C1=C(C=CC2=CC=CC=C12)C)C=1OC(NN1)=O)OC 4-chloro-2-methoxy-N-((1S,2R)-2-(2-methyl-naphthalen-1-yl)-1-(5-oxo-4,5-dihydro-1,3,4-oxadiazol-2-yl)propyl)benzenesulfonamide